(4-(difluoromethoxy)phenyl)-2-ethoxy-6-(1-methyl-1H-benzo[d]imidazol-6-yl)pyrido[2,3-d]pyrimidin-7(8H)-one FC(OC1=CC=C(C=C1)C=1C2=C(N=C(N1)OCC)NC(C(=C2)C=2C=CC1=C(N(C=N1)C)C2)=O)F